N-((1-aminoisoquinolin-6-yl)methyl)-4-(2-(piperidin-4-yl)ethyl)thiazole-2-carboxamide NC1=NC=CC2=CC(=CC=C12)CNC(=O)C=1SC=C(N1)CCC1CCNCC1